(5,5-Difluorohex-2-yl)-4-methoxybenzenesulfonamide FC(CCC(C)C1=C(C=CC(=C1)OC)S(=O)(=O)N)(C)F